1,3,5-trimethylbenzene CC1=CC(=CC(=C1)C)C